C(CC[C@@H](C(=O)O)NC(=O)C1=CC=C(NC[C@@H]2CNC=3N=C(N)NC(=O)C3N2)C=C1)(=O)O (6R)-tetrahydrofolic acid